5-(3-methyl-2,3,4,5-tetrahydropyridin-6-yl)pyrimidine CC1CN=C(CC1)C=1C=NC=NC1